C1(=CC=CC2=CC=CC=C12)C1=NC2=CC=CC=C2C=N1 2-(naphthyl)quinazoline